OC=1C=CC=2C3(C4=CC=C(C=C4CC2C1)O)OC(C1=CC(=CC=C13)C(=O)N)=O 3',6'-dihydroxy-3-oxo-3H-spiro[isobenzofuran-1,9'-anthracene]-5-carboxamide